6-(3-isopropyl-5-(1-((3-methyloxetan-3-yl)methyl)piperidin-4-yl)-1H-indol-2-yl)-7,8-dimethyl-[1,2,4]triazolo[4,3-a]pyridine C(C)(C)C1=C(NC2=CC=C(C=C12)C1CCN(CC1)CC1(COC1)C)C=1C(=C(C=2N(C1)C=NN2)C)C